1-(1H-pyrazolo[3,4-c]pyridin-5-yl)cyclobutanecarbonitrile N1N=CC=2C1=CN=C(C2)C2(CCC2)C#N